6-[1-(1-isopropyl-4-piperidyl)pyrazol-4-yl]-4-methylsulfanyl-pyrazolo[1,5-a]pyridine-3-carbonitrile C(C)(C)N1CCC(CC1)N1N=CC(=C1)C=1C=C(C=2N(C1)N=CC2C#N)SC